OC(CC(=O)NC1(CC1)C1=CC(=CC=C1)OCC(F)(F)F)(C)C1=CC=C(C=C1)C 3-hydroxy-3-(p-tolyl)-N-(1-(3-(2,2,2-trifluoroethoxy)phenyl)cyclopropyl)butanamide